C1(CCC1)C=1C(=NN(C1NC(C[C@@H]1C(C(C1)(F)F)(F)F)=O)C)C1CCCCC1 (S)-N-(4-cyclobutyl-3-cyclohexyl-1-methyl-1H-pyrazol-5-yl)-2-(2,2,3,3-tetrafluorocyclobutyl)acetamide